tert-butyl (3-(3-(4-aminophenyl)isoxazol-5-yl)-5-(4-(Isopropylsulfonyl)phenyl)pyrazin-2-yl)(tert-butoxycarbonyl)carbamate NC1=CC=C(C=C1)C1=NOC(=C1)C=1C(=NC=C(N1)C1=CC=C(C=C1)S(=O)(=O)C(C)C)N(C(OC(C)(C)C)=O)C(=O)OC(C)(C)C